(3R,4R,5R)-1,3,4,5,6-Pentahydroxyhexan-2-one OCC([C@@H]([C@@H]([C@@H](CO)O)O)O)=O